5-((S)-5-methyl-3,4,5,6-tetrahydropyridin-2-yl)-2-(1-methylpyrrolidin-2-yl)benzo[d]thiazole C[C@H]1CCC(=NC1)C=1C=CC2=C(N=C(S2)C2N(CCC2)C)C1